3-[(2R)-2-[(tert-butoxycarbonyl)amino]-3-methoxy-3-oxopropyl]-2-[(4-methoxyphenyl)methoxy]phenylboronic acid C(C)(C)(C)OC(=O)N[C@H](CC=1C(=C(C=CC1)B(O)O)OCC1=CC=C(C=C1)OC)C(=O)OC